4-(N-Boc-aminomethyl)phenylboronic acid pinacol ester C(=O)(OC(C)(C)C)NCC1=CC=C(C=C1)B1OC(C)(C)C(C)(C)O1